methyl 2-[3-bromo-5-(bromomethyl)-1H-pyrazol-1-yl]acetate BrC1=NN(C(=C1)CBr)CC(=O)OC